O1C(CCCC1)OCC12CCC(C1)(C2)C(=O)O 4-(((tetrahydro-2H-pyran-2-yl)oxy)methyl)bicyclo[2.1.1]hexane-1-carboxylic acid